FC1=C(C=CC=C1)N1N=NC(=C1)C(C)N1C=C(C2=C1N=CN=C2N)I 7-{1-[1-(2-fluorophenyl)-1H-1,2,3-triazole-4-yl]Ethyl}-5-iodo-7H-pyrrolo[2,3-d]Pyrimidin-4-amine